6-hydroxy-8-isopropyl-7-methoxy-1,1-dimethyl-1,10-dihydro-2H-dibenzo[a,d][7]annulen-2-one OC1=C(C(=CC2=C1C=C1C(=CC2)C(C(C=C1)=O)(C)C)C(C)C)OC